26-methylheptacosyl eicos-13-enoate C(CCCCCCCCCCCC=CCCCCCC)(=O)OCCCCCCCCCCCCCCCCCCCCCCCCCC(C)C